ClC1=C2C=C(N(C2=CC=C1Cl)C)C(=O)N[C@@]1(COCC1)C1=CC=C(C=C1)CC#N |r| (±)-4,5-Dichloro-N-(3-(4-(cyanomethyl)phenyl)tetrahydrofuran-3-yl)-1-methyl-1H-indole-2-carboxamide